(E)-[(8-hydroxy-4-methoxynaphthalen-1-yl)methylidene]amino acetate C(C)(=O)O/N=C/C1=CC=C(C2=CC=CC(=C12)O)OC